FC(S(=O)(=O)[O-])(F)F.FC(F)(F)C1=CC=CC=2[SH+]C3=C(C21)C=CC=C3 (trifluoromethyl)dibenzothiophenium trifluoromethanesulfonate